DL-α-hydroxystearic acid O[C@@H](C(=O)O)CCCCCCCCCCCCCCCC |r|